[3-fluoro-5-(1,1,2,2,3,3,3-heptafluoropropyl)-2-pyridyl]-5-nitro-2-(1,3,4-thiadiazol-2-ylsulfanyl)benzamide FC=1C(=NC=C(C1)C(C(C(F)(F)F)(F)F)(F)F)C=1C(=C(C(=O)N)C=C(C1)[N+](=O)[O-])SC=1SC=NN1